N-(4-(7-(hydroxyamino)-7-oxoheptylamino)-3-nitrobenzenesulfonyl)-2-phenoxybenzamide ONC(CCCCCCNC1=C(C=C(C=C1)S(=O)(=O)NC(C1=C(C=CC=C1)OC1=CC=CC=C1)=O)[N+](=O)[O-])=O